8-methyl-8-azabicyclo[3.2.1]octan-3,6-diol CN1C2CC(CC1C(C2)O)O